N-(piperidin-4-yl)-6-[4-(1H-pyrazol-4-yl)-1H-indazol-7-yl]pyridazin-3-amine hydrogen chloride Cl.N1CCC(CC1)NC=1N=NC(=CC1)C=1C=CC(=C2C=NNC12)C=1C=NNC1